F[C@@H](C)COC (S)-2-fluoro-3-methoxypropane